5-(3-(2,2-Difluoroethyl)-3H-[1,2,3]triazolo[4,5-b]pyridin-5-yl)-N2-((3R,4S)-4-fluoro-1-(oxetan-3-yl)pyrrolidin-3-yl)-N4-methylpyrrolo[2,1-f][1,2,4]triazine-2,4-diamine FC(CN1N=NC=2C1=NC(=CC2)C=2C=CN1N=C(N=C(C12)NC)N[C@@H]1CN(C[C@@H]1F)C1COC1)F